CN(CCC1=CN(C=2C=CC=C(C12)O)COC)C 3-(2-(dimethylamino)ethyl)-1-(methoxymethyl)-1H-indol-4-ol